NCCN1C(N([C@@H](C1)C(=O)N(C)C1=CC(=C(C=C1)F)Cl)C1=NC(=CC(=C1)C(F)(F)F)C)=O (S)-1-(2-aminoethyl)-N-(3-chloro-4-fluorophenyl)-N-methyl-3-(6-methyl-4-(trifluoromethyl)pyridin-2-yl)-2-oxoimidazolidine-4-carboxamide